1-(5-(1-(3-fluorobenzyl)-2-methyl-1H-imidazo[4,5-b]pyridin-6-yl)-5H-pyrrolo[2,3-b]pyrazin-3-yl)ethanone FC=1C=C(CN2C(=NC3=NC=C(C=C32)N3C=CC=2C3=NC(=CN2)C(C)=O)C)C=CC1